C(C)N(C1CCOCC1)C1=C(C=CC(=C1C(=O)N)C)C1=CC=CC=C1 (ethyl(tetrahydro-2H-pyran-4-yl)amino)-4-methyl-[1,1'-biphenyl]-3-carboxamide